C(#N)C1=C(C=C(C=C1)C=1C=C(C(=O)N2[C@@H]3C[C@H]([C@H]2CC3)NS(=O)(=O)C3=C(C=C(C=C3)[N+](=O)[O-])[N+](=O)[O-])C=CC1C1=C(C=C(C=C1)CCOC)F)F |o1:14,16,17| N-[(1S,3R,4R)-rel-7-[3-(4-cyano-3-fluoro-phenyl)-4-[2-fluoro-4-(2-methoxyethyl)phenyl]benzoyl]-7-azabicyclo[2.2.1]hept-3-yl]-2,4-dinitrobenzenesulfonamide